bromo-1-methyl-1H-1,3-benzodiazole-6-carbonitrile BrC1=NC2=C(N1C)C=C(C=C2)C#N